C(CC)OC(NC1=C(C=C(C=C1)NCC1=CC=C(C=C1)F)C1=CC=CC=C1)=O [5-(4-Fluorobenzylamino)-biphenyl-2-yl]-carbamic acid propyl ester